3-(3-phenylpropyl)-5-[(2S,4S)-1-isobutyl-sulfonyl-4-phenylpyrrolidin-2-yl]-1,2,4-oxadiazole C1(=CC=CC=C1)CCCC1=NOC(=N1)[C@H]1N(C[C@@H](C1)C1=CC=CC=C1)S(=O)(=O)CC(C)C